ClC1=CN=C2N1N=C(C=C2)C2=CNC=1N=C(N=CC12)NCC(C)C 5-(3-chloroimidazo[1,2-b]pyridazin-6-yl)-N-isobutyl-7H-pyrrolo[2,3-d]pyrimidin-2-amine